C(=C)[Si](CC[Si](C)(C)C=C)(C)C 1,4-divinyl-1,1,4,4-tetramethyl-1,4-disilabutane